C(C1=CC=CC=C1)(=O)NC=1C=2N=CN([C@H]3[C@H](OC)[C@H](O)[C@@H](CO)O3)C2N=CN1 6-N-benzoyl-2'-O-methyl-adenosine